BrC=1C(=CC(=C(C1)COC1OCCCC1)I)F 2-[(5-bromo-4-fluoro-2-iodo-phenyl)methoxy]tetrahydropyran